FC=1C(=NC=C(C1)F)C1(CC(=NO1)C(=O)OCC)O ethyl 5-(3,5-difluoro-2-pyridyl)-5-hydroxy-4H-isoxazole-3-carboxylate